CC1=C(C(=O)O[C@H](C1)[C@@H](C)[C@H]2CC[C@@H]3[C@@]2(CC[C@H]4[C@H]3C[C@@H]5[C@]6([C@@]4(C(=O)C[C@@H]([C@@H]6O)O)C)O5)C)CO The molecule is a withanolide that is 5,6:22,26-diepoxyergost-24-ene substituted by hydroxy groups at positions 3, 4 and 27 and oxo groups at positions 1 and 26. It has been isolated from the aerial parts of Physalis longifolia. It has a role as a plant metabolite. It is a delta-lactone, a 27-hydroxy steroid, a 4-hydroxy steroid, a 3beta-hydroxy steroid, an ergostanoid, a primary alcohol, a secondary alcohol, a withanolide and an epoxy steroid.